N[C@H]1CN(C[C@@H](C1)F)C(=O)C1=CC2=C(N(C(=N2)C=2N(C3=CC(=CC=C3C2)C=2C=CC(=NC2)C(=O)NC)CC2CC2)C)C(=C1)OC 5-(2-{5-[(3R,5R)-3-amino-5-fluoropiperidine-1-carbonyl]-7-methoxy-1-methyl-1H-1,3-benzodiazol-2-yl}-1-(cyclopropylmethyl)-1H-indol-6-yl)-N-methylpyridine-2-carboxamide